2-(adamantan-1-yl)-N-(4-aminobutyl)acetamide C12(CC3CC(CC(C1)C3)C2)CC(=O)NCCCCN